C(C)(C)N1SC2=C(C1)C(=C(C=C2)F)C 2-isopropyl-5-fluoro-4-methylbenzo[d]isothiazole